C1(CC1)COC=1C=C(C=CC1F)[C@@H](C)NS(=O)(=O)CCCCCCNCC(=O)OCC ethyl (R)-(6-(N-(1-(3-(cyclopropylmethoxy)-4-fluorophenyl) ethyl) sulfamoyl)hexyl)glycinate